N-((1-(6-cyanopyridin-3-yl)-1,2,3,4-tetrahydroquinolin-3-yl)methyl)acrylamide C(#N)C1=CC=C(C=N1)N1CC(CC2=CC=CC=C12)CNC(C=C)=O